COC1=CC=C(C=N1)C1=CC=C(OC2=NC=C(C(=C2)C)[N+](=O)[O-])C=C1 2-(4-(6-methoxypyridin-3-yl)phenoxy)-4-methyl-5-nitropyridine